4,4'-biPiperidine N1CCC(CC1)C1CCNCC1